FC1=C(C=C(C(=C1)C(F)(F)F)F)NS(=O)(=O)C1=CNC(=C1)C1=NC=C(C=C1)C(F)(F)F N-[2,5-difluoro-4-(trifluoromethyl)phenyl]-5-[5-(trifluoromethyl)-2-pyridyl]-1H-pyrrole-3-sulfonamide